(S)-1-(4-((1-(3,5-dimethoxyphenyl)-1H-imidazol-4-yl)amino)pyrrolo[2,1-f][1,2,4]triazin-2-yl)pyrrolidine-2-carboxamide COC=1C=C(C=C(C1)OC)N1C=NC(=C1)NC1=NC(=NN2C1=CC=C2)N2[C@@H](CCC2)C(=O)N